(4aR,8aS)-6-(3-(4-(3-Methylazetidin-1-yl)phenyl)azetidin-1-carbonyl)hexahydro-2H-pyrido[4,3-b][1,4]oxazin-3(4H)-on CC1CN(C1)C1=CC=C(C=C1)C1CN(C1)C(=O)N1C[C@@H]2[C@@H](OCC(N2)=O)CC1